C(=CC=CCCCCCCCCCCCCCCCC)[Si](OCC)(OCC)OCC eicosdienyltriethoxysilane